4-((3-(cyclopropyldifluoromethyl)phenyl)carbamoyl)-2-(2,6-dimethyl-[1,1':3',1''-terphenyl]-5'-yl)-5-methyl-1H-imidazole 3-oxide C1(CC1)C(C=1C=C(C=CC1)NC(=O)C=1[N+](=C(NC1C)C=1C=C(C=C(C1)C1=C(C=CC=C1C)C)C1=CC=CC=C1)[O-])(F)F